O1COC2=C1C=CC(=C2)C(C(C)N(C(=O)CCCC(=O)OC(C)(C)C)C)=O tert-Butyl 4-{[2-(2H-1,3-benzodioxol-5-yl)-1-methyl-2-oxo-ethyl]-N-methylcarbamoyl}butyrate